2-[5-(triethoxysilyl)pentyl]-2H-tetrazole C(C)O[Si](CCCCCN1N=CN=N1)(OCC)OCC